ethyl oxirane-2-carboxylate O1C(C1)C(=O)OCC